(3,5-di(trifluoromethyl)phenyl)boron FC(C=1C=C(C=C(C1)C(F)(F)F)[B])(F)F